3-(2,6-difluoro-4-(3-oxo-1-oxa-8-azaspiro[4.5]decan-8-yl)phenyl)piperidine-2,6-dione FC1=C(C(=CC(=C1)N1CCC2(CC(CO2)=O)CC1)F)C1C(NC(CC1)=O)=O